(R)-N-(1-(5-fluoro-2-methoxypyridin-3-yl)ethyl)-3-(1-(2-(methylsulfonyl)ethyl)-1H-1,2,3-triazol-4-yl)imidazo[1,2-b]pyridazin-6-amine FC=1C=C(C(=NC1)OC)[C@@H](C)NC=1C=CC=2N(N1)C(=CN2)C=2N=NN(C2)CCS(=O)(=O)C